(S)-2-(2',5'-difluoro-[1,1'-biphenyl]-4-yl)-N-methyl-N-(4-methyl-5-(S-methylsulfinylsulfinyl-(sulfonimidoyl))thiazol-2-yl)acetamide FC1=C(C=C(C=C1)F)C1=CC=C(C=C1)CC(=O)N(C=1SC(=C(N1)C)[S@@](=O)(=N)S(=O)S(=O)C)C